OC(=O)C(F)(F)F.C(CCCCCCCCCCCCCCC)OC(CN)COCCCCCCCCCCCCCCCC 2,3-bis(hexadecyloxy)propan-1-amine-TFA Salt